(1aR,5aR)-2-(2,4-Difluoro-phenyl)-1a,2,5,5a-tetrahydro-1H-2,3-diaza-cyclopropa[a]pentalene-4-carboxylic acid (1,1-dimethyl-2-pyrrolidin-1-yl-ethyl)-amide CC(CN1CCCC1)(C)NC(=O)C=1C=2C[C@@H]3[C@H](C2N(N1)C1=C(C=C(C=C1)F)F)C3